C(C=C)N1C(C2=CC=CC=C2C1CC1=C(C=NN1C)Cl)=O 2-allyl-3-((4-chloro-1-methyl-1H-pyrazol-5-yl)methyl)isoindolin-1-one